2-(methylthio)-7-(1,4-dioxaspiro[4.5]dec-7-en-8-yl)pyrrolo[2,1-f][1,2,4]triazine CSC1=NN2C(C=N1)=CC=C2C2=CCC1(OCCO1)CC2